tert-butyl (R)-2-((4-amino-7-(1H-pyrazol-3-yl)-1H-imidazo[4,5-c]quinolin-2-yl)methyl)pyrrolidine-1-carboxylate NC1=NC=2C=C(C=CC2C2=C1N=C(N2)C[C@@H]2N(CCC2)C(=O)OC(C)(C)C)C2=NNC=C2